tert-butyl N-ethyl-N-[3-oxo-3-[4-[5-(trifluoromethyl)pyrimidin-2-yl]piperazin-1-yl]propyl]carbamate C(C)N(C(OC(C)(C)C)=O)CCC(N1CCN(CC1)C1=NC=C(C=N1)C(F)(F)F)=O